ClC1=C(N(C2=CC=CC=C12)CC1=CC(=CC=C1)C(F)(F)F)C(=O)O 3-chloro-1-(3-(trifluoromethyl)benzyl)-1H-indole-2-carboxylic acid